CC(CCCC)CCCCCCCCCC(CCCC(CCCCCCCCCCCCCCCC)C)C 5,15,19-trimethylpentatriacontane